O=C1N(CCC(N1)=O)C1=CC=C2CCCN(C2=C1)C(=O)OC(C)(C)C Tert-butyl 7-(2,4-dioxotetrahydropyrimidin-1(2H)-yl)-3,4-dihydroquinoline-1(2H)-carboxylate